NCCCON1CCNCC1 1-(3-aminopropoxy)piperazine